C(CC([2H])([2H])[2H])(=O)C=1C(=CC(=NC1)NC(=O)C1CC1)NC1=NC=CC=2C3=C([C@H](N(C12)C)C)SC(=N3)C |r| (R/S)-N-(5-(propanoyl-3,3,3-d3)-4-((2,4,5-trimethyl-4,5-dihydrothiazolo[5,4-c][1,7]naphthyridin-6-yl)amino)pyridin-2-yl)cyclopropanecarboxamide